(n-propyl)(3-fluoro-n-propyl)ether C(CC)OCCCF